CC(C)(C)S(=O)(=O)N[C@@H](COCC(=O)O)C1=CC=C(C=C1)SCC 2-((R)-2-((R)-1,1-dimethylethylsulfonamido)-2-(4-(ethylthio)phenyl)ethoxy)acetic acid